ethyl 2-(5-bromo-2-methylphenyl)-5-hydroxy-1-methyl-6-oxo-1,6-dihydropyrimidine-4-carboxylate BrC=1C=CC(=C(C1)C=1N(C(C(=C(N1)C(=O)OCC)O)=O)C)C